6,8-dihydroxypyrene OC1=C2C=CC3=CC=CC4=CC=C(C(=C1)O)C2=C43